N1=CC=CC=2CCC/C(/C12)=N/NC(=S)N1CC2(C1)CCN(CC2)C2=NC=CC=C2 (Z)-N'-(6,7-dihydroquinolin-8(5H)-ylidene)-7-(pyridin-2-yl)-2,7-diazaspiro[3.5]nonane-2-thiohydrazide